(S)-2-(2-bromo-5-(trifluoromethyl)phenyl)-1-(3-bromo-5-methylphenyl)ethan-1-ol BrC1=C(C=C(C=C1)C(F)(F)F)C[C@H](O)C1=CC(=CC(=C1)C)Br